O1[C@@H]([C@@H](O)C(=O)C=2C(O)=CC(O)=CC12)C1=CC=C(O)C=C1 (+)-(2R,3R)-Dihydrokaempferol